C(C)(C)C1=NN(C(C2=CC=3C=CSC3N12)=O)CC(=O)NC1=NC=CC=C1 2-(12-Isopropyl-9-oxo-3-thia-1,10,11-triazatricyclo[6.4.0.02,6]dodeca-2(6),4,7,11-tetraen-10-yl)-N-(2-pyridinyl)acetamide